NCCC=1C=NC(=NC1)C1=C(C=C(C#N)C=C1)OC=1C(=NN(C1)CC(C)C)C 4-[5-(2-aminoethyl)pyrimidin-2-yl]-3-[3-methyl-1-(2-methylpropyl)pyrazol-4-yl]oxybenzonitrile